Tert-butyl ((6-methyl-1H-pyrrolo[3,2-c]pyridin-2-yl)methyl)carbamate CC1=CC2=C(C=N1)C=C(N2)CNC(OC(C)(C)C)=O